2,6-dimethyl-2,6-octadienylcarboxylate CC(CC(=O)[O-])=CCCC(=CC)C